C(C)(C)(C)OC([C@H](CC=1C=C(C=CC1)CC(=O)O)[C@H]1CN(CC1)C(=O)OC(C)(C)C)=O 2-{3-[(2R)-3-(tert-butoxy)-2-[(3S)-1-[(tert-butoxy)carbonyl]pyrrolidin-3-yl]-3-oxopropyl]phenyl}acetic acid